fluoro-ethane FCC